4-(2,4-Difluorophenoxy)-1-methoxy-2-nitrobenzene FC1=C(OC2=CC(=C(C=C2)OC)[N+](=O)[O-])C=CC(=C1)F